BrC(C1=CC=C(C=C1)F)O bromo-4-fluorobenzyl alcohol